7-(Diethylamino)-N-((1-(2,6-dioxopiperidin-3-yl)-3-methyl-2-oxo-2,3-dihydro-1H-benzo[d]imidazol-4-yl)methyl)heptylamide C(C)N(CCCCCCC[N-]CC1=CC=CC=2N(C(N(C21)C)=O)C2C(NC(CC2)=O)=O)CC